FC(CN1C(=NC=2C1=NC(=CC2)C2=CNC=1N=C(N=C(C12)NC)NC1CCC2(COC2)CC1)C)F 5-(3-(2,2-difluoroethyl)-2-methyl-3H-imidazo[4,5-b]pyridin-5-yl)-N4-methyl-N-(2-oxaspiro[3.5]nonan-7-yl)-7H-pyrrolo[2,3-d]pyrimidine-2,4-diamine